ClC1=CC2=CC=C(C=C2C=C1)B(O)O 2-CHLORONAPHTHALENE-6-BORONIC ACID